(S)-4-phenyl-1,2,3-oxathiazinane-3-carboxylic acid tert-butyl ester 2,2-dioxide C(C)(C)(C)OC(=O)N1S(OCC[C@H]1C1=CC=CC=C1)(=O)=O